CN1C(=NC=C1C(C)N(S(=O)(=O)C)C=1C=NC2=CC(=NC(=C2C1)OC1CCC(CC1)C1=NC=CN=C1)N1CCOCC1)[N+](=O)[O-] N-[1-(3-methyl-2-nitro-imidazol-4-yl)ethyl]-N-[7-morpholino-5-(4-pyrazin-2-ylcyclohexoxy)-1,6-naphthyridin-3-yl]methanesulfonamide